C(C)(C)(C)OC(NCCC1=CC=C(C=C1)C1=NC=CC=C1)=O 4-(pyridin-2-yl)phenethylcarbamic acid tert-butyl ester